(2-chloro-4-(fluoromethyl)thiophen-3-yl)-2-((2-methyl-6-(4-methylpiperazin-1-yl)pyrimidin-4-yl)amino)thiazole-5-carboxamide ClC=1SC=C(C1C=1N=C(SC1C(=O)N)NC1=NC(=NC(=C1)N1CCN(CC1)C)C)CF